C(C)(C)(C)OC(=O)N1[C@H](CN(CC1)C=1C2=C(N=C(N1)SC)CNCC2)CC#N.CCC(=O)NC(NC(CC)=O)[SiH2]OCC bis-(N-methylacetylamino)methylethoxysilane Tert-butyl-(S)-2-(cyanomethyl)-4-(2-(methylthio)-5,6,7,8-tetrahydropyrido[3,4-d]pyrimidin-4-yl)piperazine-1-formate